2-fluoro-5-((6-fluoro-1H-indol-1-yl)sulfonyl)-4-methoxyaniline FC1=C(N)C=C(C(=C1)OC)S(=O)(=O)N1C=CC2=CC=C(C=C12)F